BrC1=C(C=CC(=N1)N=S(C)C)F N-(6-bromo-5-fluoropyridin-2-yl)-S,S-dimethyl-λ4-sulfanimine